1-(2,3-dihydrobenzo[b][1,4]dioxin-6-yl)-2-((1-(p-tolyl)-1H-tetrazol-5-yl)thio)ethan-1-one O1C2=C(OCC1)C=C(C=C2)C(CSC2=NN=NN2C2=CC=C(C=C2)C)=O